FC=1C=NN(C1)C1=CC=C(C=N1)CNC 1-(6-(4-fluoro-1H-pyrazol-1-yl)pyridin-3-yl)-N-methylmethanamine